methyl (2S)-3-{3-bromo-5-fluoro-2-[(4-methoxyphenyl)methoxy]phenyl}-2-[(tert-butoxycarbonyl)amino]propanoate BrC=1C(=C(C=C(C1)F)C[C@@H](C(=O)OC)NC(=O)OC(C)(C)C)OCC1=CC=C(C=C1)OC